gamma-aminopropylmethyldiethoxysilane NCCC[Si](OCC)(OCC)C